C(OC=1C=C2C(=NC=NC2=CC1)N)([2H])([2H])[2H] 6-(methoxy-d3)quinazolin-4-amine